O(C1=CC=CC=C1)C(=O)NC([O-])=O (phenoxycarbonyl)carbamate